4-carboxy-2-methylbutane C(=O)(O)CCC(C)C